C=1(C(=CC=C2C3=CC=CC=C3CC12)C(=O)O)C(=O)O fluorenedicarboxylic ACID